2-(4-(2,2-dicyano-1-methoxyvinyl)phenyl)-N-(3-neopentylisoxazol-5-yl)acetamide C(#N)C(=C(OC)C1=CC=C(C=C1)CC(=O)NC1=CC(=NO1)CC(C)(C)C)C#N